dimethylmethoxysilane C[SiH](OC)C